3-(1,3-dioxo-2,3-dihydro-1H-isoindol-2-yl)-1-hydroxycyclobutane-1-carbonitrile O=C1N(C(C2=CC=CC=C12)=O)C1CC(C1)(C#N)O